2-(5-fluoro-1-oxido-pyridin-1-ium-3-yl)-2-methyl-propanenitrile FC=1C=C(C=[N+](C1)[O-])C(C#N)(C)C